Br[C@H]1C(NC(CC1)=O)=O |r| (+-)-3-bromopiperidine-2,6-dione